methyl 6-(4-ethoxyphenyl)pyridazine-4-carboxylate C(C)OC1=CC=C(C=C1)C1=CC(=CN=N1)C(=O)OC